(Z)-2-((diphenylmethylene)amino)-3-methylpent-2-enedioic acid 1-(tert-butyl) 5-ethyl ester C(C)OC(C\C(=C(\C(=O)OC(C)(C)C)/N=C(C1=CC=CC=C1)C1=CC=CC=C1)\C)=O